BrC1=C(N=C2N(C1=O)C=C(C=C2[C@@H](C)NC2=C(C(=O)O)C=CC=C2)C)N2CCC(CC2)(F)F (R)-2-((1-(3-bromo-2-(4,4-difluoropiperidin-1-yl)-7-methyl-4-oxo-4H-pyrido[1,2-a]pyrimidin-9-yl)ethyl)amino)benzoic acid